ClC=1C=2C(N=C(N1)SC)=NN(C2)C2=C(C=CC=C2OC)F 4-Chloro-2-(2-fluoro-6-methoxyphenyl)-6-(methylthio)-2H-pyrazolo[3,4-d]pyrimidine